FS(=O)(=O)CCOC(=O)[NH-].[Li+] Lithium Fluorosulfonylethoxycarbonylamide